FC=1C(=CC2=C([C@H](N(C(O2)=O)CC2=C(C(=CC=C2)NS(NC)(=O)=O)F)C)C1)OC=1N=NC=CC1 (R)-6-fluoro-3-({2-fluoro-3-[(methylsulfamoyl)amino]phenyl}methyl)-4-methyl-7-(pyridazin-3-yloxy)-3,4-dihydro-2H-1,3-benzoxazin-2-one